2-(fluoromethoxy)quinolin-7-ol FCOC1=NC2=CC(=CC=C2C=C1)O